1H-pyrazole-3-amidate N1N=C(C=C1)C(=O)N